{3-[(4-amino-3-fluorophenyl)sulfanyl]phenyl}ethanone NC1=C(C=C(C=C1)SC=1C=C(C=CC1)C(C)=O)F